C(#N)N1C[C@H](CC1)C(=O)NC=1SC=2CN(CCC2N1)C(=O)C=1C(N(C=CC1)C)=O (S)-1-cyano-N-(5-(1-methyl-2-oxo-1,2-dihydropyridine-3-carbonyl)-4,5,6,7-tetrahydrothiazolo[5,4-c]pyridin-2-yl)pyrrolidine-3-carboxamide